tert-butyldimethyl-[[(2S)-oxiran-2-yl]methoxy]silane C(C)(C)(C)[Si](OC[C@H]1OC1)(C)C